C(=C)C=1C(=C(C[NH2+]CC)C(=CC1)C)C 3-vinyl-(2,6-dimethyl-N-ethylbenzylammonium)